[Pd+2].[O-]S(=O)(=O)C(F)(F)F.C(C=C)C1=C(C(=C(C(=C1)OC)C1=C(C=C(C=C1C(C)C)C(C)C)C(C)C)P(C(C)(C)C)C(C)(C)C)OC.[O-]S(=O)(=O)C(F)(F)F allyl-(2-di-tert-butylphosphino-3,6-dimethoxy-2',4',6'-triisopropyl-1,1'-biphenyl) triflate palladium (II)